1-(1-methyl-1H-pyrazol-4-yl)-2-[4-(4,4,5,5-tetramethyl-1,3,2-dioxaborolan-2-yl)-2H-indazol-2-yl]ethan-1-ol CN1N=CC(=C1)C(CN1N=C2C=CC=C(C2=C1)B1OC(C(O1)(C)C)(C)C)O